1-(cyclopropylmethyl)-3-methyl-1H-pyrazole-5-carboxylic acid ethyl ester C(C)OC(=O)C1=CC(=NN1CC1CC1)C